NC=1C(=C(C=C2C=C(N=CC12)NC1=CC=C2C(OC(C2=C1)=O)(C)C)C1=C(C2=C(OCCN2)N=C1)C)F 6-((8-amino-7-fluoro-6-(8-methyl-2,3-dihydro-1H-pyrido[2,3-b][1,4]oxazin-7-yl)isoquinolin-3-yl)amino)-3,3-dimethylisobenzofuran-1(3H)-one